tert-butyl 2-((2-(2-methoxyethoxy)ethyl)(methyl)carbamoyl)-7,8-dihydro-4H-pyrazolo[1,5-a][1,4]diazepine-5(6H)-carboxylate COCCOCCN(C(=O)C1=NN2C(CN(CCC2)C(=O)OC(C)(C)C)=C1)C